Eicosyl alcohol C(CCCCCCCCCCCCCCCCCCC)O